(R)-(4-(7-fluoropyrazolo[1,5-a]pyridin-2-yl)-6,7-dihydro-1H-imidazo[4,5-c]pyridin-5(4H)-yl)(5-(pyridin-2-yl)-1,3,4-oxadiazol-2-yl)methanone FC1=CC=CC=2N1N=C(C2)[C@@H]2N(CCC1=C2N=CN1)C(=O)C=1OC(=NN1)C1=NC=CC=C1